2-(2-phenyl-[1,2,4]triazolo[1,5-c]quinazolin-5-yl)-D-valinamide C1(=CC=CC=C1)C1=NN2C(=NC=3C=CC=CC3C2=N1)[C@@](N)(C(C)C)C(=O)N